Cl.FC(OC1=C(C=C(C=C1)[C@@H]1C[C@@H](NC1)CO)OC(C)C)F ((2R,4S)-4-(4-(difluoromethoxy)-3-isopropoxyphenyl)pyrrolidin-2-yl)methanol hydrochloride